O[C@]1(COCC1)CNC1=NC=C(C=2N=CN(C(C21)=O)C)C2=CC=C(C=C2)C(F)(F)F (S)-5-(((3-hydroxytetrahydrofuran-3-yl)methyl)amino)-3-methyl-8-(4-(trifluoromethyl)phenyl)pyrido[4,3-d]pyrimidin-4(3H)-one